P(SCCCCCCCCCCCC)(SCCCCCCCCCCCC)SCCCCCCCCCCCC tri(dodecyl) trithiophosphite